C(C)(C)C1=NC=C(C(=N1)C)C(=O)O 2-Isopropyl-4-methyl-5-pyrimidinecarboxylic acid